methyl-N4-(2-oxo-2,3-dihydro-1,3-benzooxazol-5-yl)-N2-[2-(trans-2,4,5-trimethylpiperazino)pyridin-5-yl]-2,4-pyrimidinediamine CC=1C(=NC(=NC1)NC=1C=CC(=NC1)N1[C@H](CN([C@@H](C1)C)C)C)NC=1C=CC2=C(NC(O2)=O)C1